COC(=O)C1=NC(=NC=C1Cl)NC1=CC=C(C=C1)N1CCN(CC1)C(=O)OC(C)(C)C methyl-2-((4-(4-(tert-butoxycarbonyl) piperazin-1-yl) phenyl) amino)-5-chloropyrimidine-4-carboxylate